BrC=1C=CC2=C(SC=C2C=CCC(=O)O)C1 4-(6-bromobenzo[b]thiophen-3-yl)but-3-enoic acid